2-[1-(3-chlorobenzene-1-carbonyl)-1,2,3,4-tetrahydroquinolin-6-yl]-N-(4-chlorophenyl)-2-methylpropanamide ClC=1C=C(C=CC1)C(=O)N1CCCC2=CC(=CC=C12)C(C(=O)NC1=CC=C(C=C1)Cl)(C)C